rac-tert-butyl(4-(3-(8-(difluoromethyl)-2-methylimidazo[1,2-b]pyridazin-6-yl)thieno[2,3-b]pyrazin-6-yl)cyclohexyl)carbamate C(C)(C)(C)OC(NC1CCC(CC1)C1=CC=2C(=NC(=CN2)C=2C=C(C=3N(N2)C=C(N3)C)C(F)F)S1)=O